FC(C=1C=C(C=CC1F)C1=CN=C(C=N1)C)F 6-[3-(Difluoromethyl)-4-fluoro-phenyl]-3-methyl-pyrazin